C1N(CC2=CC=CC=C12)CC1=CC(=C(OCC2=CC=C(C(=O)N(C)CCOC)C=C2)C=C1)OC 4-((4-(Isoindolin-2-ylmethyl)-2-methoxyphenoxy)methyl)-N-(2-methoxyethyl)-N-methylbenzamide